O1C(=NC2=C1C=CC=C2)C2(CCN(CC2)C2=CC(N(C1=CC=CC=C21)C)=O)C 4-[4-(1,3-benzoxazol-2-yl)-4-methylpiperidin-1-yl]-1-methyl-2-oxo-1,2-dihydroquinoline